1-(4-methyl-4H-1,2,4-triazol-3-yl)piperazine CN1C(=NN=C1)N1CCNCC1